7-bromo-5-fluoro-quinazoline BrC1=CC(=C2C=NC=NC2=C1)F